5-ethylnaphthalen-2-ol trihydrochloride Cl.Cl.Cl.C(C)C1=C2C=CC(=CC2=CC=C1)O